1,4-Diazabicyclo(2.2.2)octan N12CCN(CC1)CC2